ClC1=CC=C(OC2=CC(=C(C=C2)C(C(=O)OC)(CN2N=CN=C2)O)C(F)(F)F)C=C1 (-)-Methyl 2-[4-(4-chlorophenoxy)-2-(trifluoromethyl)phenyl]-2-hydroxy-3-(1,2,4-triazol-1-yl)propanoate